CN(C1CN(C1)CCOC1=C(C=C2C(=CC=NC2=C1)OC1=C(C=C(C=C1)NC(=O)C1=C2C(=CN(C1=O)C1=CC=C(C=C1)F)CCO2)F)OC)C N-(4-((7-(2-(3-(dimethylamino)azetidin-1-yl)ethoxy)-6-methoxyquinolin-4-yl)oxy)-3-fluorophenyl)-5-(4-fluorophenyl)-6-oxo-2,3,5,6-tetrahydrofuro[3,2-c]pyridine-7-carboxamide